4-(4-(2,4-difluorophenoxy)-1-(ethylsulfonyl)indolin-6-yl)-6-methyl-1,6-dihydro-7H-pyrrolo[2,3-c]pyridin-7-one FC1=C(OC2=C3CCN(C3=CC(=C2)C=2C3=C(C(N(C2)C)=O)NC=C3)S(=O)(=O)CC)C=CC(=C1)F